NC1=C(SC2=NC(=CC=C21)C)C(=O)NC2CC=1C=C(C(=NC1CC2)N2CC(C(C2)OC(C)C)N)F 3-amino-N-{2-[3-amino-4-(propan-2-yloxy)pyrrolidin-1-yl]-3-fluoro-5,6,7,8-tetrahydroquinolin-6-yl}-6-methylthieno[2,3-b]pyridine-2-carboxamide